FC(C(=O)O)(F)F.N1CCC(CC1)C(=O)N piperidine-4-carboxamide trifluoroacetate